(4,4-difluoro-1-piperidinyl)(7-(2-methyl-2H-pyrazolo[3,4-b]pyridin-5-yl)-2-quinolinyl)methanone FC1(CCN(CC1)C(=O)C1=NC2=CC(=CC=C2C=C1)C1=CC=2C(N=C1)=NN(C2)C)F